N-(7-Butyl-4,6-dioxo-5-((1s,4s)-4-((3,5,5-trimethyl-2,4-dioxoimidazolidin-1-yl)methyl)cyclohexyl)-4,5,6,7-tetrahydroisothiazolo[3,4-d]pyrimidin-3-yl)acetamide C(CCC)N1C(N(C(C=2C1=NSC2NC(C)=O)=O)C2CCC(CC2)CN2C(N(C(C2(C)C)=O)C)=O)=O